trans-4-(((4-(4-(trifluoromethyl)phenyl)phthalazin-1-yl)amino)methyl)tetrahydro-2H-pyran-3,4-diol Sodium borohydride [BH4-].[Na+].FC(C1=CC=C(C=C1)C1=NN=C(C2=CC=CC=C12)NC[C@@]1([C@@H](COCC1)O)O)(F)F